(3S,6S,9aR)-6-benzyl-2-(3-(4-hydroxyphenyl)propyl)-3-isobutylhexahydro-4H-pyrazino[1,2-a]pyrazine-4,7(6H)-dione C(C1=CC=CC=C1)[C@H]1C(NC[C@H]2N1C([C@@H](N(C2)CCCC2=CC=C(C=C2)O)CC(C)C)=O)=O